FC(OC1=CC(=C(C=O)C=C1F)O)F 4-(difluoromethoxy)-5-fluoro-2-hydroxybenzaldehyde